ClC1=CC=C(C=C1)C1=CC(=NN1CC=1C=NC=CC1)COC(C(=O)O)(C)C 2-([5-(4-Chlorophenyl)-1-([pyridin-3-yl]methyl)1H-pyrazol-3-yl]methoxy)-2-methylpropanoic acid